C(C=C)(=O)NCC(CS(=O)(=O)[O-])C.[Na+] sodium 3-acrylamido-2-methylpropanesulfonic acid salt